O.O.C(=O)([O-])C(O)C(O)C(=O)[O-].[Na+].[Na+] disodium tartrate, dihydrate